N-(5-(5-chlorothiophen-2-yl)-4-cyclobutyl-1-methyl-1H-pyrazol-3-yl)oxetane-3-carboxamide ClC1=CC=C(S1)C1=C(C(=NN1C)NC(=O)C1COC1)C1CCC1